(3S)-3-(1H-indol-3-yl)-3-pyridin-4-ylpropanoic acid N1C=C(C2=CC=CC=C12)[C@@H](CC(=O)O)C1=CC=NC=C1